C1(CCCC1)C1=NC(=NN1C=1C(=NC=CC1)C(F)(F)F)C(=O)O 5-cyclopentyl-1-(2-(trifluoromethyl)pyridin-3-yl)-1H-1,2,4-triazole-3-carboxylic acid